tert-butyl (2S,6R)-4-(8-carbamoylpyrido[3,4-b]pyrazin-5-yl)-2,6-dimethyl-piperazine-1-carboxylate C(N)(=O)C1=CN=C(C2=NC=CN=C21)N2C[C@@H](N([C@@H](C2)C)C(=O)OC(C)(C)C)C